(5-(morpholinomethyl)-2-(piperidin-1-yl)phenyl)-2-(1H-pyrazol-4-yl)thiazole-4-carboxamide O1CCN(CC1)CC=1C=CC(=C(C1)C1=C(N=C(S1)C=1C=NNC1)C(=O)N)N1CCCCC1